4-Isopropylstyrene C(C)(C)C1=CC=C(C=C)C=C1